N=C(NNC(CN1C2=C(OCC1=O)C=CC=C2)=O)C2=NC=CC=C2 N'-(imino(pyridin-2-yl)methyl)-2-(3-oxo-2H-benzo[b][1,4]oxazin-4(3H)-yl)acetohydrazide